(3S)-3-[5-[4-[[1-[4-[(1R,2S)-6-hydroxy-2-indan-4-yl-tetralin-1-yl]phenyl]-4-piperidyl]methyl]piperazin-1-yl]-1-oxo-isoindolin-2-yl]piperidine-2,6-dione OC=1C=C2CC[C@@H]([C@@H](C2=CC1)C1=CC=C(C=C1)N1CCC(CC1)CN1CCN(CC1)C=1C=C2CN(C(C2=CC1)=O)[C@@H]1C(NC(CC1)=O)=O)C1=C2CCCC2=CC=C1